(4,4-difluoro-1-piperidinyl)(3-(pyrazolo[1,5-a]pyridin-5-yl)-6-quinoxalinyl)methanone FC1(CCN(CC1)C(=O)C=1C=C2N=C(C=NC2=CC1)C1=CC=2N(C=C1)N=CC2)F